S1C=C(C2=C1C=CC=C2)CC2C[C@H](NC2)C(=O)O γ-(3-benzothiolenylmethyl)-proline